[Si](C)(C)(C(C)(C)C)O[C@@H]([C@@H](C(NOC1OCCCC1)=O)NC(C1=CC=C(C=C1)C#CC=1SC(=CC1)C1=NC=CC=C1)=O)C N-((2S,3R)-3-(tert-butyldimethylsilyloxy)-1-oxo-1-(tetrahydro-2H-pyran-2-yloxyamino)butan-2-yl)-4-((5-(pyridin-2-yl)thiophen-2-yl)ethynyl)benzamide